C(CCCCCCC\C=C/C\C=C/CCCCC)NCCCCCCCC\C=C/C\C=C/CCCCC bis[(9Z,12Z)-octadeca-9,12-dien-1-yl]amine